FC=1C=CC(=C(C1)O)C1=C2C(=C(N=N1)N[C@H]1CN(CCC1)C)C=NC=C2 (R)-5-fluoro-2-(4-((1-methylpiperidin-3-yl)amino)pyrido[3,4-d]pyridazin-1-yl)phenol